tert-butyl (3R,5S)-3-[[5-[4-cyano-2-methyl-6-(2-trimethylsilylethoxymethoxy)phenyl]-7-fluoro-oxazolo[4,5-b]pyridin-2-yl]amino]-5-hydroxy-piperidine-1-carboxylate C(#N)C1=CC(=C(C(=C1)OCOCC[Si](C)(C)C)C1=CC(=C2C(=N1)N=C(O2)N[C@H]2CN(C[C@H](C2)O)C(=O)OC(C)(C)C)F)C